C1=CC=C2C=CC=C3C=CC=4C(=CN=CC4)C1=C32 naphtho[1',8':5,6,7]cyclohepta[1,2-c]-pyridine